Tert-butyl N-[[6-[2-amino-N-tert-butoxycarbonyl-4-[4-[cyclopropyl(methyl)amino]-1-piperidinyl]anilino]pyrimidin-4-yl]-methyl-carbamoyl]-N-(2,6-dichloro-3,5-dimethoxy-phenyl)carbamate NC1=C(N(C(=O)OC(C)(C)C)C2=CC(=NC=N2)N(C(=O)N(C(OC(C)(C)C)=O)C2=C(C(=CC(=C2Cl)OC)OC)Cl)C)C=CC(=C1)N1CCC(CC1)N(C)C1CC1